CCCCCCC[C@H](C(=O)O)O The molecule is a nine-carbon straight-chain (2R)-2-hydroxy monocarboxylic acid. It is a (2R)-2-hydroxy monocarboxylic acid and a 2-hydroxy fatty acid. It derives from a nonanoic acid. It is a conjugate acid of a (R)-2-hydroxynonanoate.